(R)-2-amino-3-(carboxymethylsulfanyl)propionic acid N[C@H](C(=O)O)CSCC(=O)O